acetyl-8-O-L-lactyl-neuraminic acid C(C)(=O)C1C(C(O)=O)(O)O[C@H]([C@@H]([C@H]1O)N)[C@H](O)[C@H](OC([C@@H](O)C)=O)CO